F[C@H]1[C@@H](O[C@@H]([C@H]1O)CO)N1C=NC=2C(NC(C3=CC=CC=C3)=O)=NC=NC12 2'-deoxy-2'-fluoro-6-N-(benzoyl)adenosine